C(C)OC(C(C)(C)OC1=C(C=C(C=C1Cl)CN1N=CN(C1=O)C1=CC=C(C=C1)C(F)(F)F)Cl)=O.COC1=CC=C2CN(C(C2=C1)=O)C 6-Methoxy-2-methyl-isoindolin-1-one Ethyl-2-(2,6-dichloro-4-((5-oxo-4-(4-(trifluoromethyl)phenyl)-4,5-dihydro-1H-1,2,4-triazol-1-yl)methyl)phenoxy)-2-methylpropionate